OCCNCCCN N-(2-hydroxyethyl)-1,3-propane-diamine